OCC#CCOCCC=1OC2=C(N1)C=C1C(=C2)OC(=N1)CCOCC#CCO 4-[2-[2-[2-(4-hydroxybut-2-ynoxy)ethyl]oxazolo[4,5-f][1,3]benzoxazol-6-yl]ethoxy]but-2-yn-1-ol